1,3,4,6,7,8-hexahydrocyclopenta[g]isochromene C1OCCC2=CC3=C(C=C12)CCC3